[Ag].[Pb].[Sb] antimony-lead-silver